4-benzyl-5-((5-nitrothiazol-2-yl)thio)-2,4-dihydro-3H-1,2,4-triazol-3-one C(C1=CC=CC=C1)N1C(NN=C1SC=1SC(=CN1)[N+](=O)[O-])=O